C1(CC1)C1=NN(C(=C1)C(F)(F)F)CC(=O)N1[C@@H]([C@@H](CC1)NC(=O)[C@@H]1OCCC1)C1=C(C(=CC=C1)OC([2H])([2H])[2H])C (2R)-N-[(2R,3R)-1-[2-[3-Cyclopropyl-5-(trifluoromethyl)pyrazol-1-yl]acetyl]-2-[2-methyl-3-(trideuteriomethoxy)phenyl]pyrrolidin-3-yl]tetrahydrofuran-2-carboxamide